2-methyl-1-undecen-1-yl 2-phenylethyl ether C1(=CC=CC=C1)CCOC=C(CCCCCCCCC)C